CC1=CC(NSO1)=O 6-Methyl-1,2,3-oxathiazin-4(3H)-one